C(C)(=O)C1=CN(C2=CC=C(C=C12)NC=1C=NC(=CC1)OCCOC)CC(=O)OC(C)(C)C tert-Butyl 2-(3-acetyl-5-((6-(2-methoxyethoxy)pyridin-3-yl)amino)-1H-indol-1-yl)acetate